N-((2-chloropyridin-4-yl)(cyclopropyl)methyl)-2-methylpropane-2-sulfinamide ClC1=NC=CC(=C1)C(NS(=O)C(C)(C)C)C1CC1